BrC=1N=C2C(CCN(C2=CC1)C1=CC(=C(C=C1)Cl)F)(C)C 6-Bromo-1-(4-chloro-3-fluorophenyl)-4,4-dimethyl-1,2,3,4-tetrahydro-1,5-naphthyridine